BrC1=C(C=C(C=C1)S(=O)(=O)N=CN(C)C)F N'-(4-bromo-3-fluoro-phenyl)sulfonyl-N,N-dimethyl-formamidine